C1(=CC=C(C=C1)C=O)C para-tolualdehyde